CC(=CCSC1=CCCC2=CC=CC=C12)C 1-((3-methyl-but-2-en-1-yl)thio)-3,4-dihydronaphthalene